tert-butyl ((S)-1-(cis-4-(4-chloro-6-methylnicotinoyl)-4-((trimethylsilyl)oxy)cyclohexyl)propan-2-yl)carbamate ClC1=CC(=NC=C1C(=O)C1(CCC(CC1)C[C@H](C)NC(OC(C)(C)C)=O)O[Si](C)(C)C)C